FC=1C(=NC(=NC1)N[C@@H]1[C@@H](CN(CC1)S(=O)(=O)C)C)C1=C(C2=C(C3(N(C2=O)C)CC3)S1)C(F)(F)F 2'-(5-Fluoro-2-(((3R,4S)-3-methyl-1-(methylsulfonyl)piperidin-4-yl)amino)pyrimidin-4-yl)-5'-methyl-3'-(trifluoromethyl)spiro[cyclopropane-1,6'-thieno[2,3-c]pyrrol]-4'(5'H)-one